2,6-diethyl-3,5-difluorobenzyl (1RS)-cis-3-[(Z)-2-chloro-3,3,3-trifluoro-1-propenyl]-2,2-dimethylcyclopropanecarboxylate Cl\C(=C/[C@@H]1C([C@@H]1C(=O)OCC1=C(C(=CC(=C1CC)F)F)CC)(C)C)\C(F)(F)F